ClC1=NC(=NC2=CC3=C(C=C12)N(C(C3(C)CCOC)=O)C)C 4-chloro-8-(2-methoxyethyl)-2,6,8-trimethyl-6,8-dihydro-7H-pyrrolo[2,3-g]quinazolin-7-one